1-(trans-3-(benzyloxy)cyclobutyl)-3-cyano-1H-pyrazole-5-carboxylic acid methyl ester COC(=O)C1=CC(=NN1[C@@H]1C[C@H](C1)OCC1=CC=CC=C1)C#N